C(C)(C)(C)OC(=O)NC1=CC(=C(C=N1)N1C=C(C(C2=CC(=C(C=C12)N1CC2=NC=CC=C2C1)OC)=O)C(=O)O)C 1-(6-((tert-butoxy-carbonyl)amino)-4-methylpyridin-3-yl)-7-(5,7-dihydro-6H-pyrrolo[3,4-b]-pyridin-6-yl)-6-methoxy-4-oxo-1,4-dihydroquinoline-3-carboxylic acid